C(C)(C)(C)OC(=O)N1CC=2N=C(N=C(C2CC1)NC=1N=CN(C1)C1=CC(=C(C(=C1)OC)OC)OC)C(=C)C 2-(prop-1-en-2-yl)-4-((1-(3,4,5-trimethoxyphenyl)-1H-imidazol-4-yl)amino)-5,6-dihydropyrido[3,4-d]Pyrimidine-7(8H)-carboxylic acid tert-butyl ester